COCCN[C@H]1CN(C[C@H](C1)C)C1=C2N=CC=NC2=C(C=C1)OC (3R,5S)-N-(2-methoxyethyl)-1-(8-methoxyquinoxalin-5-yl)-5-methylpiperidin-3-amine